N[C@H]1CN(CC[C@@H]1NC(C1=NC=CC=C1Cl)=O)C1=NC=C(C=C1)C=1C=2N(C=C(C1)OCC)N=CC2C#N N-((3S,4S)-3-amino-1-(5-(3-cyano-6-ethoxypyrazolo[1,5-a]pyridin-4-yl)pyridin-2-yl)piperidin-4-yl)-3-chloropicolinamide